3-bromoamphetamine BrC=1C=C(CC(N)C)C=CC1